4-bromo-1-(propan-2-yl)-1H-pyrazole BrC=1C=NN(C1)C(C)C